C(C)N(CC)CCCNC(OCCCN(CCCCCCCC(=O)OC(CCCCCCCC)CCCCCCCC)CCCCCCCC\C=C/C\C=C/CCCCC)=O heptadecan-9-yl 3-ethyl-13-((9Z,12Z)-octadeca-9,12-dien-1-yl)-8-oxo-9-oxa-3,7,13-triazahenicosan-21-oate